2-Boc-6-oxo-2-azaspiro[3.4]octane C(=O)(OC(C)(C)C)N1CC2(C1)CC(CC2)=O